9,9'-(sulfonylbis(4,1-phenylene))bis(3,6-di-tert-butyl-9H-carbazole) S(=O)(=O)(C1=CC=C(C=C1)N1C2=CC=C(C=C2C=2C=C(C=CC12)C(C)(C)C)C(C)(C)C)C1=CC=C(C=C1)N1C2=CC=C(C=C2C=2C=C(C=CC12)C(C)(C)C)C(C)(C)C